[6-(3-cyclopropyl-1,2,4-triazol-1-yl)-2-azaspiro[3.3]heptan-2-yl]-[rac-(3aS,6aR)-5-(4-fluoro-3-methyl-phenoxy)-3,3a,4,5,6,6a-hexahydro-1H-cyclopenta[c]pyrrol-2-yl]methanone C1(CC1)C1=NN(C=N1)C1CC2(CN(C2)C(=O)N2C[C@H]3[C@@H](C2)CC(C3)OC3=CC(=C(C=C3)F)C)C1 |r|